OC1=C(C=C(C(=C1)OC)OC)C(/C=C/C1=CC=C(C(=O)OC)C=C1)=O (E)-Methyl 4-(3-(2-hydroxy-4,5-dimethoxyphenyl)-3-oxoprop-1-en-1-yl)benzoate